C(C)(C)(C)OC(=O)N1CC=2N(CC1C)N=C(C2C2=CC=NC=C2)C2=C(C=C(C=C2)Cl)F tert-butyl-2-(4-chloro-2-fluorophenyl)-6-methyl-3-(pyridin-4-yl)-6,7-dihydropyrazolo[1,5-a]pyrazine-5(4H)-carboxylate